(S)-1-cyclopropylethan-1-amine hydrochloride Cl.C1(CC1)[C@H](C)N